((R)-1-((R)-3-methoxy-2-(6-methylpicolinamido)propanamido)-3-phenoxypropyl)boronic acid COC[C@H](C(=O)N[C@@H](CCOC1=CC=CC=C1)B(O)O)NC(C1=NC(=CC=C1)C)=O